2-hydroxy-2-phenylethan-1-one OC(C=O)C1=CC=CC=C1